C(C)N1CCN(CC1)C=1C=CC(=NC1)NC1=NC=C(C=N1)F N-[5-(4-ethylpiperazin-1-yl)pyridin-2-yl]-5-fluoropyrimidin-2-amine